CC=1C(=NC=CC1)C(CC(=O)OCC)=O ethyl 3-(3-methylpyridin-2-yl)-3-oxopropanoate